(2-((6-methoxy-7-((1-methylpiperidin-4-yl)methoxy)quinazolin-4-yl)amino)phenyl)dimethylphosphine COC=1C=C2C(=NC=NC2=CC1OCC1CCN(CC1)C)NC1=C(C=CC=C1)P(C)C